N-Cyclopentyl-2-((3-(2,6-dioxopiperidin-3-yl)-1-methyl-1H-indazol-6-yl)oxy)-acetamide C1(CCCC1)NC(COC1=CC=C2C(=NN(C2=C1)C)C1C(NC(CC1)=O)=O)=O